ClC=1N=C(C2=C(N1)C(=C(N=C2)Cl)F)N2C[C@H](CC2)F (S)-2,7-dichloro-8-fluoro-4-(3-fluoropyrrolidin-1-yl)pyrido[4,3-d]pyrimidine